Cl.C(C)OC(C1=CC(=CC(=C1)F)C1(CC1)N)=O 3-(1-aminocyclopropyl)-5-fluorobenzoic acid ethyl ester hydrochloride